2-chloro-8-({4-[1-methyl-4-(trifluoromethyl)imidazol-2-yl]phenyl}methyl)-6,7-dihydro-5H-pteridine ClC1=NC=2N(CCNC2C=N1)CC1=CC=C(C=C1)C=1N(C=C(N1)C(F)(F)F)C